N-(5-(1-(3-fluorophenyl)ethyl)thiazol-2-yl)-1-methyl-6-oxo-1,4,5,6-tetrahydropyridazine-3-carboxamide FC=1C=C(C=CC1)C(C)C1=CN=C(S1)NC(=O)C1=NN(C(CC1)=O)C